2-(4-chloropyrazolo[3,4-d]pyrimidin-1-yl)-5-fluoro-benzonitrile ClC1=C2C(=NC=N1)N(N=C2)C2=C(C#N)C=C(C=C2)F